C(CCCCC(C)C)SCC(=O)[O-].C(CCCCC(C)C)SCC(=O)[O-].C(CCCCCCC)[Sn+2]CCCCCCCC di-n-octyltin bis[isooctylmercaptoacetate]